C[C@H]1N[C@H](CCC1)C (2R,4r,6S)-2,6-dimethylpiperidin